2-(5-fluoro-4-methoxy-1H-indol-3-yl)ethan-1-amine FC=1C(=C2C(=CNC2=CC1)CCN)OC